CC=C[SiH](OC)OC Methylvinyldimethoxysilan